NCCCCCC(C(=O)NCCO[C@@H]1[C@@H](O)[C@@H](O)[C@H](O)[C@H](O1)CO)N(CC(=O)NCCO[C@@H]1[C@@H](O)[C@@H](O)[C@H](O)[C@H](O1)CO)CC(=O)NCCO[C@@H]1[C@@H](O)[C@@H](O)[C@H](O)[C@H](O1)CO (S)-2,2'-{[7-amino-1-({2-[(α-D-mannopyranosyl)oxy]ethyl}amino)-1-oxoheptan-2-yl]azanediyl}bis(N-{2-[(α-D-mannopyranosyl)oxy]ethyl}acetamide)